[Si](C)(C)(C(C)(C)C)OC=1C=CC(=C(NC2=NC=C(C(=N2)NCCCN2C(CCCC2)=O)C(F)(F)F)C1)Cl 1-[3-[[2-[5-[Tert-butyl(dimethyl)silyl]oxy-2-chloro-anilino]-5-(trifluoromethyl)pyrimidin-4-yl]amino]-propyl]piperidin-2-one